2-(pyrrolidin-3-yl)pyridine tert-butyl-4-(6-methoxy-5-(pyrazolo[1,5-a]pyrimidin-3-ylcarbamoyl)-2H-indazol-2-yl)cyclohexyl(methyl)carbamate C(C)(C)(C)C1(CCC(CC1)N1N=C2C=C(C(=CC2=C1)C(NC=1C=NN2C1N=CC=C2)=O)OC)N(C(O)=O)C.N2CC(CC2)C2=NC=CC=C2